tert-butyl 5-(((2-(tert-butoxy)-2-oxoethyl)((((di-tert-butoxyphosphoryl)oxy)methoxy) carbonyl)amino)methyl)-6-(methylamino)nicotinate C(C)(C)(C)OC(CN(C(=O)OCOP(=O)(OC(C)(C)C)OC(C)(C)C)CC=1C(=NC=C(C(=O)OC(C)(C)C)C1)NC)=O